5-Chloro-N-(2-chloro-3-{(4S)-2-imino-4-methyl-1-[(2R*,4R*)-2-methyltetrahydropyran-4-yl]-6-oxo-hexahydropyrimidin-4-yl}phenyl)-pyridine-3-carboxamide trifluoroacetic acid salt FC(C(=O)O)(F)F.ClC=1C=C(C=NC1)C(=O)NC1=C(C(=CC=C1)[C@]1(NC(N(C(C1)=O)[C@H]1C[C@H](OCC1)C)=N)C)Cl |o1:30,32|